[4-(3,3-difluoro-4,4-dimethyl-pyrrolidin-1-yl)pyrazolo[4,3-c]pyridin-2-yl]-1H-pyrimidine-2,4-dione FC1(CN(CC1(C)C)C1=NC=CC=2C1=CN(N2)N2C(NC(C=C2)=O)=O)F